ClC1=C(C=CC(=C1)C1=NOC(=N1)C)C1=NC=C(C(=O)NC2=NC=C(C(=C2)OCCN(C)C)C#N)C=C1 6-(2-chloro-4-(5-methyl-1,2,4-oxadiazol-3-yl)phenyl)-N-(5-cyano-4-(2-(dimethylamino)ethoxy)pyridin-2-yl)nicotinamid